C1(CC1)CN1N=C(C2=CC=C(C=C12)C(C)(C)O)NC=1C=NN(C1OC)C 2-{1-(cyclopropylmethyl)-3-[(5-methoxy-1-methyl-1H-pyrazol-4-yl)amino]-1H-indazol-6-yl}propan-2-ol